2-Methylpentandiamin CC(C(N)N)CCC